N-(4-bromo-3-methoxyphenethyl)-2-(4-fluorophenyl)-2-formamidoacetamide BrC1=C(C=C(CCNC(C(NC=O)C2=CC=C(C=C2)F)=O)C=C1)OC